COC1=CC(=C(C=C1NC1=NC=NC(=C1)N1OCC[C@@H]1C1=CC=CC2=CC=CC=C12)NC(C=C)=O)N1CCC(CC1)N1CCN(CC1)C1COC1 N-(4-methoxy-5-((6-((R)-3-(naphthalene-1-yl)isoxazolidine-2-yl)pyrimidine-4-yl)amino)-2-(4-(4-(oxetane-3-yl)piperazine-1-yl)piperidine-1-yl)phenyl)acrylamide